P(=O)(OCCCCCCCC)(OCCCCCCCC)[O-] di-octyl phosphate